C(C)OC(=O)C=1C(=NOC1)CCO[Si](C)(C)C(C)(C)C 3-[2-[tert-butyl-(dimethyl)silyl]oxyethyl]isoxazole-4-carboxylic acid ethyl ester